FC(C=1C=CC(=NC1)O[C@H]1C[C@H]2CN([C@@H]1C2)C=O)(F)F ((1R,4S,6S)-6-((5-(trifluoromethyl)pyridin-2-yl)oxy)-2-azabicyclo[2.2.1]hept-2-yl)methanone